6-chloro-2-trifluoromethyl-1,2-dihydro[1,8]naphthyridine-3-carboxylic acid ClC=1C=C2C=C(C(NC2=NC1)C(F)(F)F)C(=O)O